ethyl-(benzyl)dipentoxysilane tributylmalate C(CCC)C(C(C(=O)O)(O)CCCC)(C(=O)O)CCCC.C(C)[Si](OCCCCC)(OCCCCC)CC1=CC=CC=C1